2,2-dimethyl-1-oxa-4-thia-2-silacyclohexane-6-one C[Si]1(OC(CSC1)=O)C